C1(=C(C(=CC=2C3=CC(=C(C(=C3C=3C(=C(C(=CC3C12)[2H])[2H])[2H])[2H])[2H])[2H])[2H])OB(O)O)[2H] (triphenylen-2-yl-1,3,6,7,8,9,10,11-d8)boric acid